CC1=C2C=CC=NC2=CC=C1C(C)=O 1-(5-methyl-6-quinolyl)ethanone